N1=C(C=NC2=CC=CC=C12)C=1C=NN(C1)C1CCN(CC1)C=1C=C(C=CC1)C(CN)N 1-(3-(4-(4-(quinoxalin-2-yl)-1H-pyrazol-1-yl)piperidin-1-yl)phenyl)ethane-1,2-diamine